[2-(2,6-dioxopiperidin-3-yl)-4-methoxy-3-oxo-2,3-dihydro-1H-isoindol-5-yl]methyl N-[4-(2-chlorophenoxy)-2-fluorophenyl]carbamate ClC1=C(OC2=CC(=C(C=C2)NC(OCC=2C(=C3C(N(CC3=CC2)C2C(NC(CC2)=O)=O)=O)OC)=O)F)C=CC=C1